C1(=CC=CC=C1)C(COC1=C(C=CC=C1)OC)=O 1-phenyl-2-(2-methoxyphenoxy)ethanone